1-[5-(2-fluorophenyl)-1-(pyridine-3-sulfonyl)-1H-pyrrol-3-yl]-N-methyl-methylamine FC1=C(C=CC=C1)C1=CC(=CN1S(=O)(=O)C=1C=NC=CC1)CNC